(1S)-6-chloro-1-(cyclopentylmethyl)-2-[4-(4-methylpiperazin-1-yl)-6-(trifluoromethyl)-1,3,5-triazin-2-yl]-2,3,4,9-tetrahydro-1H-pyrido[3,4-b]indole ClC=1C=C2C3=C(NC2=CC1)[C@@H](N(CC3)C3=NC(=NC(=N3)N3CCN(CC3)C)C(F)(F)F)CC3CCCC3